2-(3,3-di((9Z,12Z)-octadeca-9,12-dien-1-yl)azetidin-1-yl)propan-1-ol C(CCCCCCC\C=C/C\C=C/CCCCC)C1(CN(C1)C(CO)C)CCCCCCCC\C=C/C\C=C/CCCCC